BrC1=CC2=C(C(NN=C2CN2C(C3=CC=CC=C3C2=O)=O)=O)N=C1 2-((3-bromo-8-oxo-7,8-dihydropyrido[2,3-d]pyridazin-5-yl)methyl)isoindoline-1,3-dione